C(C)(C)(C)OC(=O)N1C[C@@H](N(CC1)C1=NC(=NC2=C(C(=CC=C12)Br)F)OC[C@]12CCCN2C[C@@H](C1)F)C.C(C)N(CC)CCC=CC1=CC=CC=C1 N,N-diethylaminoethyl-styrene tert-Butyl-(S)-4-(7-bromo-8-fluoro-2-(((2R,7aS)-2-fluorotetrahydro-1H-pyrrolizin-7a(5H)-yl)methoxy)quinazolin-4-yl)-3-methylpiperazine-1-carboxylate